tert-butyl (1-(mercaptomethyl)cyclopropyl)carbamate SCC1(CC1)NC(OC(C)(C)C)=O